2-((3-(1-(pyridin-3-ylmethyl)-1H-pyrazol-3-yl)-[1,1'-biphenyl]-4-yl)amino)ethane-1-sulfonamide N1=CC(=CC=C1)CN1N=C(C=C1)C=1C=C(C=CC1NCCS(=O)(=O)N)C1=CC=CC=C1